Cl.N1=C2C(=NC=C1)N=CC=C2N2CCC(CC2)CN C-(1-pyrido[2,3-b]pyrazin-8-yl-piperidin-4-yl)-methylamine hydrochloride